C1(C=CC=C2C3=CC=CC=C3C=C12)=O 1-Fluorenone